2-(trans-4-(((trans-4-(3-Cyano-4-methoxyphenyl)cyclohexyl)methyl)(3-(2-cyclopropylthiazol-5-yl)phenyl)carbamoyl)cyclohexyl)acetic acid C(#N)C=1C=C(C=CC1OC)[C@@H]1CC[C@H](CC1)CN(C(=O)[C@@H]1CC[C@H](CC1)CC(=O)O)C1=CC(=CC=C1)C1=CN=C(S1)C1CC1